N1(C=NC=C1)C=1C=C(CN(C=2OC=C(N2)COCCOCC2=CC(=CC=C2)OC)CC2=CC(=CC=C2)OC)C=CC1 N-(3-(1H-imidazol-1-yl)benzyl)-N-(3-methoxybenzyl)-4-((2-(3-methoxybenzyloxy)ethoxy)methyl)oxazol-2-amine